COC1CC(N(CC1)C(=O)OCC1=CC=CC=C1)C1=CC(=C(C=C1)C(=O)OC)NC Benzyl 4-methoxy-2-[4-(methoxycarbonyl)-3-(methylamino)phenyl]piperidine-1-carboxylate